C(C)(C)(C)N1C[C@H](CC1)NC1=C2C=CC=NC2=C(C=C1)O[Si](C)(C)C(C)(C)C tert-butyl-(S)-3-((8-((tert-butyldimethylsilyl)oxy)quinolin-5-yl)amino)pyrrolidine